5-chloro-2-fluoro-4-{[4-({[(2S,4S)-4-phenoxypyrrolidin-2-yl]methyl}amino)butyl]-amino}-N-1,3-thiazol-2-ylbenzenesulfonamide ClC=1C(=CC(=C(C1)S(=O)(=O)NC=1SC=CN1)F)NCCCCNC[C@H]1NC[C@H](C1)OC1=CC=CC=C1